Cl.Cl.Cl.C([O-])(O)=O.[NH4+] ammonium bicarbonate, tris-hydrochloride